4-carbamothioylpiperidine-1-carboxylate C(N)(=S)C1CCN(CC1)C(=O)[O-]